ClC=1C=C(SC1)C(=O)NN 4-chlorothiophene-2-carbohydrazide